tert-butyl (3S)-3-[3-bromo-4-cyano-5-(cyclopentylamino)pyrazol-1-yl]pyrrolidine-1-carboxylate BrC1=NN(C(=C1C#N)NC1CCCC1)[C@@H]1CN(CC1)C(=O)OC(C)(C)C